C(C)OC1=CN=CC(=N1)C=1C=CC(=NC1)C=O 5-(6-ethoxypyrazin-2-yl)pyridinecarboxaldehyde